[N-](S(=O)(=O)C(F)(F)F)S(=O)(=O)C(F)(F)F.C(CCC)N1CN(C=C1)C 1-butyl-3-methylimidazol bis(trifluoromethylsulfonyl)imide salt